C(#N)C1=C(C=C(C=C1)N1CCC(CC1)C1=CC=C(C=C1)N1CCC2(CCN(CC2)C(=O)OC(C)(C)C)CC1)C(F)(F)F tert-Butyl 9-(4-(1-(4-cyano-3-(trifluoromethyl)phenyl)piperidin-4-yl)phenyl)-3,9-diazaspiro[5.5]undecane-3-carboxylate